Ethyl 2-(5-methyl-4-oxothiochroman-3-yl)-2-oxoacetate CC1=C2C(C(CSC2=CC=C1)C(C(=O)OCC)=O)=O